di-tert-butyl(n-hexyl)phosphonium tetrafluoroborate F[B-](F)(F)F.C(C)(C)(C)[PH+](CCCCCC)C(C)(C)C